5-{[(3-Chlorophenyl)methanesulfinyl]methyl}-N-[3-(1,2,3,4-tetrahydroisoquinolin-2-YL)propyl]furan-2-carboxamide ClC=1C=C(C=CC1)CS(=O)CC1=CC=C(O1)C(=O)NCCCN1CC2=CC=CC=C2CC1